F[C@@H]1CN(CC[C@@H]1NC1=NC=C(C(=N1)C1=CC(=C(S1)C)C#N)C(F)(F)F)S(=O)(=O)C=1N=CN(C1)C 5-(2-(((3R,4S)-3-fluoro-1-((1-methyl-1H-imidazol-4-yl)sulfonyl)piperidin-4-yl)amino)-5-(trifluoromethyl)pyrimidin-4-yl)-2-methylthiophene-3-carbonitrile